CC1(OB(OC1(C)C)C=1C=C2CC(CC2=CC1)C(=O)N1CCC2=CC=C(C=C12)S(=O)(=O)N)C 1-(5-(4,4,5,5-tetramethyl-1,3,2-dioxaborolan-2-yl)-2,3-dihydro-1H-indene-2-carbonyl)indoline-6-sulfonamide